CCCCCCCCCCOC(=O)CCCCCCCCC capryl caprate